Cl.C(C)N(CCNC(=O)C1=C(N=C(S1)C1=CC(=C(C=C1)OCC(C)C)C#N)C)CC N-(2-(diethylamino)ethyl)-2-(3-cyano-4-isobutoxyphenyl)-4-methylthiazole-5-carboxamide hydrochloride